bis(N,N-diisopropylacetamidine) cobalt [Co].C(C)(C)N(C(C)=N)C(C)C.C(C)(C)N(C(C)=N)C(C)C